C(C)C1=C(OCCCSCC=2NC(NC2)=S)C(=CC=C1)CC 4-[(2,6-Diethylphenoxypropylthio)methyl]1,3-dihydroimidazole-2-thione